C(#N)C1=C(C(=C(C(=C1C1=CC=C(C=C1)N1C2=CC=CC=C2C=2C=C(C=CC12)C#N)C1=CC=C(C=C1)N1C2=CC=CC=C2C=2C=C(C=CC12)C#N)C1=CC=C(C=C1)N1C2=CC=CC=C2C=2C=C(C=CC12)C#N)C1=NC(=CC=C1)C)C1=CC=C(C=C1)N1C2=CC=CC=C2C=2C=C(C=CC12)C#N 9-{4-[4-cyano-4'-(3-cyano-9H-carbazol-9-yl)-5,6-bis[4-(3-cyano-9H-carbazol-9-yl)phenyl]-2-(6-methylpyridin-2-yl)-[1,1'-biphenyl]-3-yl]phenyl}-9H-carbazole-3-carbonitrile